CC1(OB(OC1(C)C)C1=CC(=CC=C1)C1COC1)C 4,4,5,5-tetramethyl-2-(3-(oxetan-3-yl)phenyl)-1,3,2-dioxaborolane